5-(THIAZOL-2-YL)FURAN-2-BORONIC ACID S1C(=NC=C1)C1=CC=C(O1)B(O)O